NCC1=CC=C(C=C1)C1COC1 (2R,3R)-3-(4-(aminomethyl)phenyl)oxetane